tert-butyl 2-methyl-5,6-dihydropyrrolo[3,2-c]pyrazole-4-carboxylate CN1N=C2C(=C1)N(CC2)C(=O)OC(C)(C)C